methyl 4-(4-amino-2-fluorophenoxy)-7-methoxyquinoline-6-carboxylate NC1=CC(=C(OC2=CC=NC3=CC(=C(C=C23)C(=O)OC)OC)C=C1)F